(1-methyl-6-oxo-1,6-dihydropyridin-2-yl)methanesulfonic acid methyl ester COS(=O)(=O)CC=1N(C(C=CC1)=O)C